4-(pentan-2-ylamino)pyridine CC(CCC)NC1=CC=NC=C1